5-{(3S,5R)-1-[2-(1-isopropyl-piperidin-4-yl)-acetyl]-5-methyl-piperidin-3-yl}-quinoline-8-carbonitrile C(C)(C)N1CCC(CC1)CC(=O)N1C[C@@H](C[C@H](C1)C)C1=C2C=CC=NC2=C(C=C1)C#N